phospho-adenosine monophosphate P(=O)(O)(O)OC[C@@H]1[C@H]([C@H]([C@@H](O1)N1C=NC=2C(N)=NC=NC12)OP(=O)(O)O)O